1,1-dimethyl-ethyl-5,6-dihydro-1,2,4-triazolo[4,3-a]pyrazine-7(8H)-carboxylic acid tert-butyl ester C(C)(C)(C)OC(=O)N1CC=2N(CC1)C(=NN2)C(C)(C)C